N-[4-[(6,7-Dimethoxy-1,5-naphthyridin-4-yl)oxy]-3-fluorophenyl]-4-ethoxy-5-(4-fluorophenyl)-6-methylpyridine-3-carboxamide COC=1N=C2C(=CC=NC2=CC1OC)OC1=C(C=C(C=C1)NC(=O)C=1C=NC(=C(C1OCC)C1=CC=C(C=C1)F)C)F